COC(=O)C=1C=C(C2=C(N(N=N2)C/C(=C/CN)/F)C1)C1=CC(=CC=C1)S(=O)(=O)N1CCCCC1 (Z)-1-(4-amino-2-fluorobut-2-en-1-yl)-4-(3-(piperidin-1-ylsulfonyl)phenyl)-1H-benzo[d][1,2,3]triazole-6-carboxylic acid methyl ester